2-(1-(4-amino-3-(4-isopropylphenyl)-1H-pyrazolo[3,4-d]pyrimidin-1-yl)ethyl)-3-cyclobutyl-5-fluoroquinazolin-4(3H)-one NC1=C2C(=NC=N1)N(N=C2C2=CC=C(C=C2)C(C)C)C(C)C2=NC1=CC=CC(=C1C(N2C2CCC2)=O)F